trimethoxysilyl-propyl-squalene CO[Si](OC)(OC)C(C(C)=CCC\C(\C)=C\CC\C(\C)=C\CC\C=C(/C)\CC\C=C(/C)\CCC=C(C)C)CCC